Cl.FC(C=1C=NC(=NC1)CN)(F)F 1-[5-(trifluoromethyl)pyrimidin-2-yl]Methylamine hydrochloride